ClC1=C(C=CC=C1)C=1N=C(SC1)C1=NC(=CC=C1C(=O)N)N1CCOCC1 [4-(2-chlorophenyl)thiazol-2-yl]-6-morpholino-pyridine-3-carboxamide